1,4-bismaleimidyl-butane C1(C=CC(N1CCCCN1C(C=CC1=O)=O)=O)=O